2-(4-chlorophenoxy)-N-(2-(3-(4-chlorophenoxy)-2-hydroxypropyl)-2-azabicyclo[2.2.1]heptan-5-yl)acetamide ClC1=CC=C(OCC(=O)NC2C3CN(C(C2)C3)CC(COC3=CC=C(C=C3)Cl)O)C=C1